C(C)OC(=O)C=1C(=NC2=CC=C(C=C2C1Cl)C(F)(F)F)C 2-methyl-6-trifluoromethyl-4-chloroquinoline-3-carboxylic acid ethyl ester